C(C)(C)C1=C(NC2=CC=C(C=C12)C1CCC(CC1)C(=O)N1CCN(CC1)C)C=1C=C(C=2N(C1)N=CN2)C (4-(3-isopropyl-2-(8-methyl-[1,2,4]triazolo[1,5-a]pyridin-6-yl)-1H-indol-5-yl)cyclohexyl)(4-methylpiperazin-1-yl)methanone